C(C)(C)(C)C1=CC=C(C=C1)C=1N=C2SCCCN2\C(\C1C#N)=N/C(C(F)(F)F)=O N-[(6Z)-8-(4-tert-butylphenyl)-7-cyano-2H,3H,4H,6H-pyrimido[2,1-b][1,3]thiazin-6-ylidene]-2,2,2-trifluoro-acetamide